ClC1=C(C(=CC=C1)F)CC(=O)NC1=CC(=NC=C1)N(C(C)=O)C1=C(C(=C(C=C1)F)C)C N-{4-[2-(2-chloro-6-fluorophenyl)acetylamino]pyridin-2-yl}-N-(4-fluoro-2,3-dimethylphenyl)acetamide